2-(2-(3-cyano-4-(4-methoxyphenyl)-5-methylthiophen-2-yl)-1,3-dioxoisoindoline-5-carboxamido)acetic acid C(#N)C1=C(SC(=C1C1=CC=C(C=C1)OC)C)N1C(C2=CC=C(C=C2C1=O)C(=O)NCC(=O)O)=O